methyl 4-(methylthio)-3-oxobutanoate CSCC(CC(=O)OC)=O